CC1(CCOCC1)C=1C=C2C(=CC=NC2=CC1)C(=O)O 6-(4-methyltetrahydro-2H-pyran-4-yl)quinoline-4-carboxylic acid